ClC=1C=C(C=C2C=CNC(C12)=O)N1CCN(CC1)C(=O)OC(C)(C)C tert-butyl 4-(8-chloro-1-oxo-1,2-dihydroisoquinolin-6-yl)piperazine-1-carboxylate